5-phenyl-N-[trans-3-[4-(oxetan-3-yl)-1H-1,2,3-triazol-1-yl]cyclobutyl]isoxazole-3-carboxamide C1(=CC=CC=C1)C1=CC(=NO1)C(=O)N[C@@H]1C[C@H](C1)N1N=NC(=C1)C1COC1